1-aminocyclopropane formate salt C(=O)O.NC1CC1